1-ethyl-3-(5-((4-(2-methyl-6-(1H-pyrazol-1-yl)pyridin-3-yl)piperazin-1-yl)methyl)isothiazol-3-yl)urea C(C)NC(=O)NC1=NSC(=C1)CN1CCN(CC1)C=1C(=NC(=CC1)N1N=CC=C1)C